NC=1C(=CC2=C(N=C(C(N2)=O)C)N1)CO[Si](C)(C)C(C)(C)C 6-amino-7-(((tert-butyldimethylsilyl)oxy)methyl)-3-methylpyrido[2,3-b]pyrazin-2(1H)-one